NC1=NC2=CC=CC(=C2C=C1C(=O)N(CCC)CCC)CCCCCN 2-amino-5-(5-aminopentyl)-N,N-dipropylquinoline-3-carboxamide